2-(1-{[7-methoxy-4-(oxan-4-yl)-1H-1,3-benzodiazol-2-yl]carbamoyl}piperidin-4-yl)acetic acid COC1=CC=C(C2=C1NC(=N2)NC(=O)N2CCC(CC2)CC(=O)O)C2CCOCC2